Cl.ClC=1C=NC(=NC1)C1C2CNC(C1)CC2 5-(5-Chloropyrimidin-2-yl)-2-azabicyclo[2.2.2]octane hydrochloride